C(C)OC(C(C=CC1=CC=C(C=C1)OC)(F)F)=O ethyl-4-(4-methoxyphenyl)-2,2-difluorobut-3-enoate